2-cyclopentyl-4,4-difluoropyrrolidin-3-ol C1(CCCC1)C1NCC(C1O)(F)F